2-(methylsulfanyl)-1-(2-(5-phenyloxazol-2-yl)piperidin-1-yl)propan-1-one CSC(C(=O)N1C(CCCC1)C=1OC(=CN1)C1=CC=CC=C1)C